C(C)(=O)OCNC([C@H](C)NC([C@H](C)NC(=O)OCC1C2=CC=CC=C2C=2C=CC=CC12)=O)=O [[(2S)-2-[[(2S)-2-(9H-fluoren-9-ylmethoxycarbonylamino)propanoyl]amino]propanoyl]amino]methyl acetate